rac-(6s,7r)-7-cyano-6-(3-methoxyphenyl)-4-azaspiro[2.4]heptane-4-carboxylic acid tert-butyl ester C(C)(C)(C)OC(=O)N1C2(CC2)[C@@H]([C@H](C1)C1=CC(=CC=C1)OC)C#N |r|